C(C)(=O)O[C@H]1[C@@H](O[C@]([C@H]1OCC1=CC=CC=C1)(CN=[N+]=[N-])COCC1=CC=CC=C1)N1C(NC(C(=C1)C)=O)=O 1-{2-O-acetyl-5-azido-3-O-benzyl-4-[(benzyloxy)methyl]-5-deoxy-alpha-L-lyxofuranosyl}-5-methylpyrimidine-2,4(1H,3H)-dione